CC1=C(C=C(C=C1)C1=C(NC2=NC=CC=C21)[Si](C)(C)C)C(C(=O)N)=C 2-methyl-5-(2-(trimethylsilyl)-1H-pyrrolo[2,3-b]pyridin-3-yl)phenylacrylamide